COC1=C(C(=O)C2(C(=O)OC)CN=CC=C2)C=CC(=C1)C Methyl 3-(2-methoxy-4-methylbenzoyl)nicotinate